3,5-Dimethyl-pyrazolium borate B([O-])([O-])[O-].CC=1N[NH+]=C(C1)C.CC=1N[NH+]=C(C1)C.CC=1N[NH+]=C(C1)C